FC1(C(CN(CC1)S(=O)(=O)C)CN(C1=NC(=NC(=C1)N1CC2(CCC1)CCCCC2)C(F)(F)F)C)F N-((4,4-difluoro-1-(methylsulfonyl)piperidin-3-yl)methyl)-N-methyl-6-(2-azaspiro[5.5]undecan-2-yl)-2-(trifluoromethyl)pyrimidin-4-amine